COC=1C=NC=CC1 3-methoxypyridin